BrC=1C=C(N=NC1)Cl 5-bromo-3-chloro-pyridazine